rac-6-(1-hydroxy-2-((3aR,5s,6aS)-5-(3-methoxyphenoxy)hexahydrocyclopenta[c]pyrrol-2(1H)-yl)ethyl)pyridin-3-ol OC(CN1C[C@@H]2[C@H](C1)CC(C2)OC2=CC(=CC=C2)OC)C2=CC=C(C=N2)O